FC(OC=1C=CC=2N(C1)C(=CN2)C2=CC=CC(=N2)N[C@H]2CNC[C@@H]2F)F 6-(6-(difluorometh-oxy)imidazo[1,2-a]-pyridin-3-yl)-N-((3S,4S)-4-fluoropyrrolidin-3-yl)pyridin-2-amine